2-((2,3-dihydrofuro[3,2-b]pyridin-5-yl)methyl)-6-(1-(tetrahydro-2H-pyran-2-yl)-1H-pyrazol-4-ylthio)phthalazin-1(2H)-one O1CCC2=NC(=CC=C21)CN2C(C1=CC=C(C=C1C=N2)SC=2C=NN(C2)C2OCCCC2)=O